C(CCCCC)C(C#N)=C α-n-hexylacrylonitrile